BrC=1C(=C(C=C(C1)F)[C@@H](C)N[S@@](=O)C(C)(C)C)F (S)-N-((R)-1-(3-bromo-2,5-difluorophenyl)ethyl)-2-methylpropan-2-sulfinamide